1-methyl-3,4-dihydrobenzofuro[6,5-b][1,4]oxazepin-2(1H)-one CN1C2=C(OCCC1=O)C=C1C(C=CO1)=C2